O[C@H](CC=O)[C@H](CO)O (3R,4S)-3,4,5-trihydroxypentanal